3-(1-methanesulfonylethyl)-1H-pyrazole CS(=O)(=O)C(C)C1=NNC=C1